C(C)(C)(C)S(=O)(=O)C=1C(=CC=2N(C1)C(=CN2)C=2C=C(C(=C(C2)N2CC(NCC2)=O)OC)F)OC 4-(5-(6-(tert-butylsulfonyl)-7-methoxyimidazo[1,2-a]pyridin-3-yl)-3-fluoro-2-methoxyphenyl)piperazin-2-one